1,3,5-triallyl-1,3,5-triazinane-2,4,6-trione C(C=C)N1C(N(C(N(C1=O)CC=C)=O)CC=C)=O